1-methyl-2,3-dihydro-1H-pyrido[2,3-b][1,4]oxazine-7-sulfonyl chloride CN1C2=C(OCC1)N=CC(=C2)S(=O)(=O)Cl